CN(CC=CC(=O)NC)C 4-(dimethylamino)-N-methylbutan-2-enamide